C(CCC)C1CC=2N(C3=C(C=CC=C3C2CC1)C(=O)O)CC1=CC(=CC=C1)C(N)=O 2-butyl-9-[(3-carbamoylphenyl)methyl]-2,3,4,9-tetrahydro-1H-carbazole-8-carboxylic acid